N1-(2-(4-Methoxyphenyl)quinolin-4-yl)-N3-(3-(piperidin-1-yl)propyl)propane-1,3-diamine COC1=CC=C(C=C1)C1=NC2=CC=CC=C2C(=C1)NCCCNCCCN1CCCCC1